tert-Butyl 4-{[({[(2S,5R)-6-hydroxy-7-oxo-1,6-diazabicyclo[3.2.1]oct-2-yl]carbonyl}amino)oxy]acetyl}piperazine-1-carboxylate ON1[C@@H]2CC[C@H](N(C1=O)C2)C(=O)NOCC(=O)N2CCN(CC2)C(=O)OC(C)(C)C